2-[1-[2-[4-(4-methylpiperazine-1-carbonyl)anilino]-[1,2,4]triazolo[1,5-a]pyridin-8-yl]-3-(4-tetrahydropyran-4-ylpyrazol-1-yl)azetidin-3-yl]acetonitrile CN1CCN(CC1)C(=O)C1=CC=C(NC2=NN3C(C(=CC=C3)N3CC(C3)(N3N=CC(=C3)C3CCOCC3)CC#N)=N2)C=C1